(S)-tert-butyl 34-(((benzyloxy) carbonyl) amino)-28,35-dioxo-2,5,8,11,14,17,20,23,26-nonaoxa-29,36-diazatetracontan-40-oate C(C1=CC=CC=C1)OC(=O)N[C@@H](CCCCNC(COCCOCCOCCOCCOCCOCCOCCOCCOC)=O)C(NCCCC(=O)OC(C)(C)C)=O